4a-(2,5-dimethylphenyl)octahydro-2H-benzo[b][1,4]oxazine hydrochloride Cl.CC1=C(C=C(C=C1)C)C12C(OCCN1)CCCC2